1-(4,5-Difluoro-3-methoxypyridin-2-yl)piperazine FC1=C(C(=NC=C1F)N1CCNCC1)OC